C(C)OC(CCC[O-])(OCC)OCC.[Zr+4].C(C)OC(CCC[O-])(OCC)OCC.C(C)OC(CCC[O-])(OCC)OCC.C(C)OC(CCC[O-])(OCC)OCC zirconium tri-ethoxy-n-butoxide